C(C)OC(=O)C=1C=C(N2C=CC=C2C1)C(C1=CC=CC=C1)OC(C)=O 5-(acetoxy(phenyl)methyl)indolizine-7-carboxylic acid ethyl ester